ClC1=NN=C(C2=C1CCC2)C=C 1-chloro-4-vinyl-6,7-dihydro-5H-cyclopenta[d]pyridazine